4-bromo-2-methyl-1,6-dihydropyrrolo[2,3-c]Pyridin-7-one BrC=1C2=C(C(NC1)=O)NC(=C2)C